COCOC1=C(C=CC(=C1)C=1C=NN(C1)C1OCCCC1)C1=CN=C(N=N1)N1C[C@@H]2[C@H](C1)[C@H](CC2)N |r| racemic-(3aR,4S,6aS)-2-[6-[2-(methoxymethoxy)-4-(1-tetrahydropyran-2-ylpyrazol-4-yl)phenyl]-1,2,4-triazin-3-yl]-3,3a,4,5,6,6a-hexahydro-1H-cyclopenta[c]pyrrol-4-amine